COC=1C(C(=C(C(C1OC)=O)CCCCCCCCCC(CO[N+](=O)[O-])O[N+](=O)[O-])C)=O [11-(4,5-dimethoxy-2-methyl-3,6-dioxocyclohexa-1,4-dien-1-yl)-1-nitrooxyundecan-2-yl]nitrate